C(C)(C)(C)OC(=O)NCCSC1=CC=C(C=C1)NC(=O)C1=CC=C(S1)C=1CCN(CC1)C(=O)OC(C)(C)C tert-butyl 4-(5-((4-((2-((tert-butoxycarbonyl)amino)ethyl)thio)phenyl)carbamoyl)thiophen-2-yl)-3,6-dihydropyridine-1(2H)-carboxylate